FC(OC1=NC2=CC(=CC(=C2N=C1)C=1SC(=CN1)C=1C=C(C=CC1)O)C)F 3-(2-(2-(difluoromethoxy)-7-methylquinoxalin-5-yl)thiazol-5-yl)phenol